B([C@H](CCC[NH+]=C(N)N)NC(=O)[C@@H]1CCCN1C(=O)[C@@H](CC2=CC=CC=C2)NC(=O)C)(O)O The molecule is a guanidinium ion resulting from the protonation of the guanidino group of Ac-(D)Phe-Pro-boroArg-OH. The major species at pH 7.3. It is a conjugate acid of an Ac-(D)Phe-Pro-boroArg-OH.